FCCN1C(=NC=2C1=NC(=CC2)C=2C=CN1N=C(N=CC12)NCC1(CC1)C(F)(F)F)C 5-(3-(2-fluoroethyl)-2-methyl-3H-imidazo[4,5-b]pyridin-5-yl)-N-((1-(trifluoromethyl)cyclopropyl)methyl)pyrrolo[2,1-f][1,2,4]triazin-2-amine